N-(6-(difluoromethoxy)-5-methylpyridin-3-yl)-2-fluoro-8-methyl-8-(1-methyl-1H-pyrazol-4-yl)-7,8-dihydro-6H-cyclopenta[e]pyrazolo[1,5-a]pyrimidine-6-carboxamide FC(OC1=C(C=C(C=N1)NC(=O)C1CC(C2=C1C=NC=1N2N=C(C1)F)(C=1C=NN(C1)C)C)C)F